N,N'-dimethylcyclohexanediamine CNC1(CCCCC1)NC